C(C(C)C)N1CCN(CC1)C1=CC=C(C=C1)C1=CC2=C(C(=N1)C)C=C(N2C)C2=CC(=CC=C2)S(=O)(=O)C 6-(4-(4-isobutylpiperazin-1-yl)phenyl)-1,4-dimethyl-2-(3-(methylsulfonyl)phenyl)-1H-pyrrolo[3,2-c]pyridine